ClC1=CC2=C(SCC(N2CCC(=O)NC2=NN=C(N2)C2=NC=CC=C2)=O)C=C1 3-(6-CHLORO-3-OXO-2H-BENZO[B][1,4]THIAZIN-4(3H)-YL)-N-(5-(PYRIDIN-2-YL)-4H-1,2,4-TRIAZOL-3-YL)PROPANAMIDE